4-{di-tert-butyl[dichloro({di-tert-butyl[4-(dimethylamino)phenyl]-λ5-phosphanyl})palladio]-λ5-phosphanyl}-N,N-dimethylaniline C(C)(C)(C)P(C1=CC=C(N(C)C)C=C1)([Pd](P(C1=CC=C(C=C1)N(C)C)(C(C)(C)C)C(C)(C)C)(Cl)Cl)C(C)(C)C